2,5-bis(4-pyridyl)-1,4-dimethylbenzene N1=CC=C(C=C1)C1=C(C=C(C(=C1)C)C1=CC=NC=C1)C